6-(1-(3-Chloropyridin-2-yl)-3-(2,2,2-trifluoroethoxy)-1H-pyrazol-5-carboxamido)-N-cyclopropyl-5-methylpyrazolo[1,5-a]pyridin-7-carboxamid ClC=1C(=NC=CC1)N1N=C(C=C1C(=O)NC=1C(=CC=2N(C1C(=O)NC1CC1)N=CC2)C)OCC(F)(F)F